(S)-2-(((S)-1-(4-methoxyphenyl)ethyl)amino)-2-(thien-3-yl)acetonitrile COC1=CC=C(C=C1)[C@H](C)N[C@H](C#N)C1=CSC=C1